COCOC1=CC=C(N)C=C1 p-(methoxymethoxy)aniline